NC=1C2=C(N=CN1)N(C(=C2C2=CC=C(C=C2)OC2=NC=CC(=N2)C)C2=CC(=NN2C)C(=O)O)C 5-(4-amino-7-methyl-5-(4-((4-methylpyrimidin-2-yl)oxy)phenyl)-7H-pyrrolo[2,3-d]Pyrimidin-6-yl)-1-methyl-1H-pyrazole-3-carboxylic acid